6-Chloro-N-[1-(cyclopropylmethyl)piperidin-4-yl]-2-{4-[4-(3-methoxypropyl)piperazin-1-yl]phenyl}-3H-imidazo[4,5-b]pyridin-7-amine ClC=1C(=C2C(=NC1)NC(=N2)C2=CC=C(C=C2)N2CCN(CC2)CCCOC)NC2CCN(CC2)CC2CC2